3-((4,4-bis(3-cyclohexylpropoxy)butanoyl)oxy)-2-(((3-(4-methylpiperazin-1-yl)propanoyl)oxy)methyl)propyl (9Z,12Z)-octadeca-9,12-dienoate C(CCCCCCC\C=C/C\C=C/CCCCC)(=O)OCC(COC(CCC(OCCCC1CCCCC1)OCCCC1CCCCC1)=O)COC(CCN1CCN(CC1)C)=O